4-(3-fluorobenzoyl)-N-[4-fluoro-3-[3-(1-methylethyl)-1,2,4-oxadiazol-5-yl]phenyl]-1-piperazinecarboxamide FC=1C=C(C(=O)N2CCN(CC2)C(=O)NC2=CC(=C(C=C2)F)C2=NC(=NO2)C(C)C)C=CC1